COC1=NOC(=C1)C(C(=O)O)C(C)C 2-(3-methoxy-1,2-oxazol-5-yl)-3-methylbutanic acid